(4R)-3,3-difluoro-4-[[(1R)-1-phenylethyl]amino]piperidine-1-carboxylic acid tert-butyl ester 4-methylbenzenesulfonate CC1=CC=C(C=C1)S(=O)(=O)O.C(C)(C)(C)OC(=O)N1CC([C@@H](CC1)N[C@H](C)C1=CC=CC=C1)(F)F